6-bromospiro[indene-1,4'-piperidine] BrC1=CC=C2C=CC3(CCNCC3)C2=C1